tert-Butyl 2-[4-[2-(tert-butoxycarbonylamino)thiazol-5-yl]phenoxy]acetate C(C)(C)(C)OC(=O)NC=1SC(=CN1)C1=CC=C(OCC(=O)OC(C)(C)C)C=C1